benzyl 4-(2-chloropyrimidin-4-yl)piperazine-1-carboxylate ClC1=NC=CC(=N1)N1CCN(CC1)C(=O)OCC1=CC=CC=C1